4-[4-(2-Cyclobutylsulfanyl-pyridin-3-yl)-2-fluoro-phenoxy]-butyric acid C1(CCC1)SC1=NC=CC=C1C1=CC(=C(OCCCC(=O)O)C=C1)F